ClC1=CC=C(C(=N1)C(=O)O)N[C@H](C)C1=NC(=CC(=C1)C)[C@H]1C(OCC1CC1=C(C=NC=C1)F)=O 6-Chloro-3-(((R)-1-(6-((S)-4-((3-fluoropyridin-4-yl)methyl)-2-oxooxaolidin-3-yl)-4-methylpyridin-2-yl)ethyl)amino)picolinic acid